N-((1R,4R)-4-((2-(6-(4-methoxyphenethyl)quinazolin-4-yl)-2,7-diazaspiro[3.5]nonan-7-yl)methyl)cyclohexyl)ethanesulfonamide COC1=CC=C(CCC=2C=C3C(=NC=NC3=CC2)N2CC3(C2)CCN(CC3)CC3CCC(CC3)NS(=O)(=O)CC)C=C1